4'-((2-(tert-butyl)-1H-imidazol-1-yl)methyl)-5-isobutyl-N-(5-methoxypyrimidin-2-yl)-[1,1'-biphenyl]-2-sulfonamide C(C)(C)(C)C=1N(C=CN1)CC1=CC=C(C=C1)C=1C(=CC=C(C1)CC(C)C)S(=O)(=O)NC1=NC=C(C=N1)OC